FC1=C(C=C(C=C1)C(C)(C)C=1C=CC(=C(C1)NC(C1=CC(=CC=C1)[N+](=O)[O-])=O)O)NC(C1=CC(=CC=C1)[N+](=O)[O-])=O N-(5-(2-(4-fluoro-3-(3-nitrobenzoylamino)phenyl)propan-2-yl)-2-hydroxyphenyl)-3-nitrobenzamide